C(=C=C)B1OC(C(O1)(C)C)(C)C 2-allenyl-4,4,5,5-tetramethyl-(1,3,2)-dioxaborolane